C(C)OC(=O)C=1N=C(N(C1)CC)SCC(=O)NC1=C(C(=C(C=C1)OC)F)OC ethyl-2-((2-((3-fluoro-2,4-dimethoxyphenyl)amino)-2-oxoethyl)thio)-1H-imidazole-4-carboxylic acid ethyl ester